O1CCN(CC1)CCCOC=1C=C(C=CC1)S(=O)(=O)CP(OCC)(OCC)=O diethyl (3-(3-morpholinopropoxy)phenylsulfonyl)methylphosphonate